BrC1=CC=2N=CN=C(C2S1)N1C[C@@H](CC1)C=1C=C(C(=O)NC=2C=NC=C(C2)C(F)(F)F)C=CC1C (S)-3-(1-(6-bromothieno[3,2-d]pyrimidin-4-yl)pyrrolidin-3-yl)-4-methyl-N-(5-(trifluoromethyl)pyridin-3-yl)benzamide